NC=1C(=C(C(=CC1C(=O)OC)Cl)C1=C(C(=CC(=C1C(F)(F)F)C)N(CC1=CC=C(C=C1)OC)CC1=CC=C(C=C1)OC)C#N)F methyl 3-amino-3'-(bis(4-methoxybenzyl)amino)-6-chloro-2'-cyano-2-fluoro-5'-methyl-6'-(trifluoromethyl)-[1,1'-biphenyl]-4-carboxylate